N1(CCC1)C=1C=CC(=NC1)N1C=C(C=C1C)C(=O)NC1=CC(=CC(=C1)NS(=O)(=O)C)Cl 1-(5-(azetidin-1-yl)pyridin-2-yl)-N-(3-chloro-5-(methylsulfonylamino)phenyl)-5-methyl-1H-pyrrole-3-carboxamide